C(=C)(C)[C@H]1CC=C(CC1)C (R)-4-isopropenyl-1-methyl-cyclohexene